1-(2-aminoethyl)-3-ethylimidazolesulfonate NCCN1C(N(C=C1)CC)S(=O)(=O)[O-]